C(C)(C)(C)OC(CC[C@@H](C(=O)N)N1C(C2=CC=C(C=C2C1)C1=NC(=C(C=C1OC)C#N)N)=O)=O.COP(=O)(O)O.CN(CCC(=O)O)C 3-Dimethylaminopropionic acid methyl-phosphate tert-butyl-(S)-5-amino-4-(5-(6-amino-5-cyano-3-methoxypyridin-2-yl)-1-oxoisoindolin-2-yl)-5-oxopentanoate